O=C(CC(=O)[O-])CC(=O)[O-] 3-oxoglutarate